2-piperazin-1-ylethyl 5-[6-[5-(6-methyl-2-pyridyl)-1H-imidazol-4-yl]-3-quinolyl]pyrimidine-2-carboxylate CC1=CC=CC(=N1)C1=C(N=CN1)C=1C=C2C=C(C=NC2=CC1)C=1C=NC(=NC1)C(=O)OCCN1CCNCC1